4-methyl-8-methylene-2-adamantanol CC1C2C(C3C(C(CC1C3)C2)=C)O